(S)-octahydro-1H-pyrido[1,2-A]pyrazine C1[C@H]2N(CCN1)CCCC2